tert-butyl (3S)-3-[4-amino-3-[2-(6-fluoro-1-methyl-benzo[d]imidazol-5-yl)ethynyl]-7-thiazol-4-yl-pyrazolo[4,3-c]pyridin-1-yl]pyrrolidine-1-carboxylate NC1=NC=C(C2=C1C(=NN2[C@@H]2CN(CC2)C(=O)OC(C)(C)C)C#CC2=CC1=C(N(C=N1)C)C=C2F)C=2N=CSC2